C(C)(C)(C)C(=C)C1CCCCC1 tert-butylcyclohexyl-ethylene